2-(2-oxabicyclo[2.1.1]hex-4-yl)-N-(1-((1R,2S)-2-fluorocyclopropyl)-2-oxo-1,2-dihydropyridin-3-yl)-7-isopropoxyimidazo[1,2-a]pyrimidine-6-carboxamide C12OCC(C1)(C2)C=2N=C1N(C=C(C(=N1)OC(C)C)C(=O)NC=1C(N(C=CC1)[C@H]1[C@H](C1)F)=O)C2